C(CCCCCCC\C=C/C\C=C/CCCCC)(=O)OCCO Ethylene glycol monolinoleate